7-{(1r,5s,6r)-6-[ethyl-(methyl)carbamoyl]-3-azabicyclo[3.1.0]hex-3-yl}-3-oxa-9-azabicyclo[3.3.1]nonane-9-carboxylic acid ethyl ester C(C)OC(=O)N1C2COCC1CC(C2)N2C[C@H]1C([C@H]1C2)C(N(C)CC)=O